(1-((5-nitro-1-p-toluenesulfonyl-1H-pyrrolo[2,3-b]pyridine-4-yl)amino)piperidine-4-yl)methyl methanesulfonate CS(=O)(=O)OCC1CCN(CC1)NC1=C2C(=NC=C1[N+](=O)[O-])N(C=C2)S(=O)(=O)C2=CC=C(C)C=C2